tin oxide-oxide [Sn](=O)=O